C(C)C1=C(C2(C3=CC=CC=C13)CCC(CC2)=O)C 3'-ethyl-2'-methyl-spiro[cyclohexane-1,1'-indene]-4-one